6-chloro-1-(dimethoxymethyl)tetralin ClC=1C=C2CCCC(C2=CC1)C(OC)OC